O1CCOC12C(CCC2)N2N=CC(=C2)C=2C(=C(C=CC2)NC2=CC(=NC=C2C(=O)N)NC(=O)[C@@H]2C(C2)(C)C)OC 4-((3-(1-(1,4-dioxaspiro[4.4]nonan-6-yl)-1H-pyrazol-4-yl)-2-methoxyphenyl)amino)-6-((S)-2,2-dimethylcyclopropane-1-carboxamido)nicotinamide